COC(CNC(NC=1N(N=C2C1[C@@H](N(CC2)C(=O)OC(C)(C)C)C)C2=CC(=C(C(=C2)C)F)C)=O)OC tert-Butyl (S)-3-(3-(2,2-dimethoxyethyl) ureido)-2-(4-fluoro-3,5-dimethylphenyl)-4-methyl-2,4,6,7-tetrahydro-5H-pyrazolo[4,3-c]pyridine-5-carboxylate